C12(CC(C1)C2)N2N=NC=C2 1-(bicyclo[1.1.1]pentan-1-yl)-1H-1,2,3-triazol